BrC=1C(=C(C(=O)[O-])C(=C(C1)C)C)OCOC bromo-2-(methoxymethoxy)-5,6-dimethylbenzoate